((((((1R,2S,5R)-2-carbamoyl-7-oxo-1,6-diazabicyclo[3.2.1]octan-6-yl) oxy) sulfonyl) oxy) methyl)-2-ethylbutyrate C(N)(=O)[C@H]1N2C(N([C@H](CC1)C2)OS(=O)(=O)OCOC(C(CC)CC)=O)=O